N-bis(4-methoxybenzyl)methylamine-d COC1=CC=C(CC(N[2H])CC2=CC=C(C=C2)OC)C=C1